3-[2-(1,2-benzoxazol-6-yl)ethynyl]-1-[(3S,5R)-5-(methoxymethyl)-1-(prop-2-enoyl)pyrrolidin-3-yl]-5-(methylamino)pyrazole-4-carboxamide O1N=CC2=C1C=C(C=C2)C#CC2=NN(C(=C2C(=O)N)NC)[C@@H]2CN([C@H](C2)COC)C(C=C)=O